CNC(=O)C1CN(CC1)C(C#CCN1CCOCC1)=O N-methyl-1-(4-morpholinobut-2-ynoyl)pyrrolidine-3-carboxamide